BrC1=C(C(=C(C=C1)NC(C)=O)F)C N-(4-bromo-2-fluoro-3-methylphenyl)acetamide